C(C1=CC=CC=C1)(=O)N[C@@H](CC1=CC=CC=C1)C(=O)O N-BENZOYL-PHENYLALANINE